CC=1C(=C(C(=C(C1)C1=CC=C(C=C1)C(=O)O)CP(=O)(OCC)OCC)C)C(=O)O dimethyl-2-((diethoxyphosphoryl)methyl)-[1,1'-biphenyl]-4,4'-dicarboxylic acid